2-oxo-5-(5-sulfamoylfuran-3-carboxamido)hexanediamide O=C(C(=O)N)CCC(C(=O)N)NC(=O)C1=COC(=C1)S(N)(=O)=O